Cl.ClC=1C(=C(CN(CCN)C2CCC2)C=CC1)F N1-(3-chloro-2-fluorobenzyl)-N1-cyclobutylethane-1,2-diamine hydrochloride